2-(1-(2-bromophenyl)-5-oxopyrrolidin-2-yl)acetonitrile BrC1=C(C=CC=C1)N1C(CCC1=O)CC#N